CC(=O)NC1=CC2=C(C(=C(C=C2C=C1)S(=O)(=O)[O-])N=NC3=CC=C(C=C3)S(=O)(=O)CCOS(=O)(=O)[O-])O The molecule is the organosulfonate oxoanion that is the dianionic form of the azo dye remazole orange-3R. It has a role as a dye. It is an organosulfonate oxoanion, an azo compound and a sulfone.